Methyl (Z)-[4-[3-(4-fluorophenyl)-3-(4-iodophenyl)allyloxy]-2-methylphenoxy]acetate FC1=CC=C(C=C1)/C(=C/COC1=CC(=C(OCC(=O)OC)C=C1)C)/C1=CC=C(C=C1)I